2-((4-((R)-2-(4-chloro-2-fluorophenyl)-2H-chromene-8-yl)piperidin-1-yl)methyl)-3-(((S)-oxetane-2-yl)methyl)-6-(5-(trifluoromethyl)-4H-1,2,4-triazol-3-yl)-3H-imidazo[4,5-c]pyridine ClC1=CC(=C(C=C1)[C@@H]1OC2=C(C=CC=C2C=C1)C1CCN(CC1)CC1=NC2=C(C=NC(=C2)C2=NN=C(N2)C(F)(F)F)N1C[C@H]1OCC1)F